3-[[1-[2-[4-[3-[1-(5-chloropyrimidin-2-yl)-4-piperidyl]propoxy]-2-fluoro-phenyl]acetyl]azetidine-3-carbonyl]amino]propane-1-sulfonic acid ClC=1C=NC(=NC1)N1CCC(CC1)CCCOC1=CC(=C(C=C1)CC(=O)N1CC(C1)C(=O)NCCCS(=O)(=O)O)F